1,3-bis(2-methyl-10-methylene-4,11-dioxo-5,12-dioxa-8-thia-3-azatetradecan-2-yl)benzene CC(C)(NC(OCCSCC(C(OCC)=O)=C)=O)C1=CC(=CC=C1)C(C)(NC(OCCSCC(C(OCC)=O)=C)=O)C